COC(=O)[C@H]1[C@@H]([C@H]([C@H]2O[C@H](OC[C@H]2O1)C1=CC=CC=C1)O)O (2S,4aR,6R,7R,8R,8aR)-7,8-dihydroxy-2-phenylhexahydropyrano[3,2-d][1,3]dioxin-6-carboxylic acid methyl ester